[N+](#[C-])C1=C(C=CC=C1)C1=C(C=CC=C1)C 2-isocyano-2'-methyl-1,1'-biphenyl